FC1=C(C=C(C=C1)NC(C=C)=O)NC1=NC(=NC=C1C=1C=NNC1)NC=1C=NN(C1)C N-(4-fluoro-3-((2-((1-methyl-1H-pyrazol-4-yl)amino)-5-(1H-pyrazol-4-yl)pyrimidin-4-yl)amino)phenyl)acrylamide